CC=1C=C(C=C(C1)OC(F)(F)F)N1C=NC(=C1)[N+](=O)[O-] 1-(3-Methyl-5-(trifluoromethoxy)phenyl)-4-nitro-1H-imidazole